(2S)-2-((2-((5-methoxy-7,7-dimethyl-5,7-dihydrofuro[3,4-b]pyridin-2-yl)amino)-5-(3-morpholino-1,2,4-oxadiazol-5-yl)pyridin-4-yl)amino)-2-phenylethan-1-ol COC1OC(C2=NC(=CC=C21)NC2=NC=C(C(=C2)N[C@H](CO)C2=CC=CC=C2)C2=NC(=NO2)N2CCOCC2)(C)C